CCCCCCC(C(=O)SCCNC(=O)CCNC(=O)[C@@H](C(C)(C)COP(=O)([O-])OP(=O)([O-])OC[C@@H]1[C@H]([C@H]([C@@H](O1)N2C=NC3=C(N=CN=C32)N)O)OP(=O)([O-])[O-])O)O The molecule is an acyl-CoA(4-) arising from deprotonation of the phosphate and diphosphate functions of 2-hydroxyoctanoyl-CoA; major species at pH 7.3. It derives from an octanoyl-CoA(4-). It is a conjugate base of a 2-hydroxyoctanoyl-CoA.